C1(CC1)N(C1CCN(CC1)CC1=CC=C(C=C1)C=1C=C(C2=C(N(C(=N2)C2=CC=C(C=C2)S(=O)(=O)C)C)C1)C)C N-Cyclopropyl-1-(4-(1,4-dimethyl-2-(4-(methylsulfonyl)phenyl)-1H-benzo[d]imidazol-6-yl)benzyl)-N-methylpiperidin-4-amin